NC1=C(C=O)C=C(C=C1Cl)Cl 2-AMINO-3,5-DICHLOROBENZALDEHYDE